C(C)(C)(C)[Si](Cl)(C)C t-butyl-(dimethyl)chlorosilane